C(C)OC(=O)C=1N=NN(C1)C(C)C=1C=NC(=CC1)F Ethyl-1-(1-(6-fluoropyridin-3-yl)ethyl)-1H-1,2,3-triazole-4-carboxylate